FC1=CC=C(C=C1)C1=NN2C(C=CC(=C2)C(F)(F)F)=C1C(=O)O 2-(4-fluorophenyl)-6-(trifluoromethyl)pyrazolo[1,5-a]pyridine-3-carboxylic acid